C(C)(C)(C)OC(NC1CC(C1)OC1=CC=C(C=C1)C(C)(C)C1=CC=C(C=C1)OC=1C=NC(=C(C1)Cl)N1N=CC=N1)=O tert-butyl-((1r,3r)-3-(4-(2-(4-((5-chloro-6-(2H-1,2,3-triazol-2-yl)pyridin-3-yl)oxy)phenyl)propan-2-yl)benzene Oxy)cyclobutyl)carbamate